(2S,3R,4S,5R)-3-[(tert-butyldimethylsilyl)oxy]-5-(2,4-dioxo-3H-pyrimidin-1-yl)-4-fluorooxolane-2-carbaldehyde [Si](C)(C)(C(C)(C)C)O[C@@H]1[C@H](O[C@H]([C@H]1F)N1C(NC(C=C1)=O)=O)C=O